CC(C)OC1=CC=C(CNC=2C=NC=CC2C(=O)O)C=C1 3-{[4-(propan-2-yloxy)benzyl]amino}pyridine-4-carboxylic acid